NC(C(=O)N1CCN(CC1)C1CCN(CC1)C)CC=1C=C2C=NNC2=C(C1)C 2-amino-3-(7-methyl-1H-indazol-5-yl)-1-(4-(1-methylpiperidin-4-yl)piperazin-1-yl)propan-1-one